BrC(C(=O)NC1=NN(C2=C1C=NC(=C2)N2C[C@@H](CCC2)NC2=NC=C(C(=N2)OC)C#N)C)C 2-bromo-N-(6-((R)-3-((5-cyano-4-methoxypyrimidin-2-yl)amino)piperidin-1-yl)-1-methyl-1H-pyrazolo[4,3-c]pyridin-3-yl)propanamide